9-methyl-6,6-bis(methyl-d3)-1-((trimethylsilyl)oxy)-6H-benzo[c]chromen-3-yl trifluoromethanesulfonate FC(S(=O)(=O)OC1=CC(=C2C3=C(C(OC2=C1)(C([2H])([2H])[2H])C([2H])([2H])[2H])C=CC(=C3)C)O[Si](C)(C)C)(F)F